4,4'-methylenebis(hydroxycyclohexane) C(C1CCC(CC1)O)C1CCC(CC1)O